Cl.CC1=NN(C(=C1)C)C(N)=N 3,5-dimethylpyrazole-1-carboximidamide, hydrochloride